2,3,3a,4,7,7a-hexahydro-1H-4,7-epoxyisoindole C1NCC2C3C=CC(C12)O3